9-(6-amino-5-((2-amino-3-chloropyridin-4-yl)thio)pyrazin-2-yl)-3-(pyrimidin-2-yl)-3,9-diazaspiro[5.5]undecan-1-amine NC1=C(N=CC(=N1)N1CCC2(CCN(CC2N)C2=NC=CC=N2)CC1)SC1=C(C(=NC=C1)N)Cl